perfluoro-3-oxapent-4-ene FC(C(OC(=C(F)F)F)(F)F)(F)F